OC(C(=O)OCC1=CC=CC=C1)CO benzyl 2,3-dihydroxypropionate